N1=CC=C(C=C1)C=CC1=CC=C(C(=O)O)C=C1 4-(2-(4-pyridyl)vinyl)benzoic acid